(cis)-3,6-dodecadienal C(C\C=C/CC=CCCCCC)=O